[7-(8-chloro-1-naphthyl)-2-[[(2S)-1-methylpyrrolidin-2-yl]methoxy]-6,8-dihydro-5H-pyrido[3,4-d]pyrimidin-4-yl] trifluoromethanesulfonate FC(S(=O)(=O)OC=1C2=C(N=C(N1)OC[C@H]1N(CCC1)C)CN(CC2)C2=CC=CC1=CC=CC(=C21)Cl)(F)F